5-(5-(4-(3-morpholinylpropylamino)benzoylamino)-1H-pyrazol-3-yl)thiophene-3-carboxamide N1(CCOCC1)CCCNC1=CC=C(C(=O)NC2=CC(=NN2)C2=CC(=CS2)C(=O)N)C=C1